COC(C1=CC(=C(C(=C1)C(F)(F)F)O)[N+](=O)[O-])=O 4-hydroxy-3-nitro-5-(trifluoromethyl)benzoic acid methyl ester